The molecule is a triterpene glycoside isolated from the fruit peels of Lansium domesticum and has been shown to exhibit inhibitory activity against leukotriene. It has a role as a leukotriene antagonist and a plant metabolite. It is a triterpenoid saponin, a N-acetyl-D-glucosaminide and a monocarboxylic acid. CC1=CC[C@H]([C@]([C@H]1CC[C@H]2C(=C)CC[C@@H]3[C@@]2(CC[C@@H](C3(C)C)O[C@H]4[C@@H]([C@H]([C@@H]([C@H](O4)CO)O)O)NC(=O)C)C)(C)CCC(=O)O)C(=C)C